FC1(O[C@H]([C@H](N(C1)C(=O)C1=NN(C(=C1C=1C=NC=CC1F)C)C)CNC1=NC=C(C=N1)C(F)(F)F)C)F ((5R,6S)-2,2-Difluoro-6-methyl-5-(((5-(trifluoromethyl)pyrimidin-2-yl)amino)methyl)morpholino)(4-(4-fluoropyridin-3-yl)-1,5-dimethyl-1H-pyrazol-3-yl)methanone